4-amino-2-(1-(cyclopropanecarbonyl)azetidin-3-yl)isoindoline-1,3-dione NC1=C2C(N(C(C2=CC=C1)=O)C1CN(C1)C(=O)C1CC1)=O